NC1=CC2=C(OC[C@H]3N2C(CC3)=O)N=C1 (S)-2-amino-6,6a,7,8-tetrahydro-9H-pyrido[2,3-b]pyrrolo[1,2-d][1,4]oxazin-9-one